2-Bromo-2'-phenyl-9,9'-spirobi[fluorene] BrC1=CC=2C3(C4=CC=CC=C4C2C=C1)C1=CC=CC=C1C=1C=CC(=CC13)C1=CC=CC=C1